[Si](C)(C)(C(C)(C)C)N=S(=O)(N)C=1OC=C(C1)C(C)(C)O N'-(tert-butyldimethylsilyl)-4-(2-hydroxypropan-2-yl)furan-2-sulfonimidamide